cyclopentenyl-manganese C1(=CCCC1)[Mn]